C(OC[C@]1(O[C@H]([C@@H]2OC(O[C@@H]21)(C)C)C2=CC=C1C(=NC=NN12)N)C#N)(OCC1CCCC1)=O ((3aS,4R,6S,6aS)-6-(4-aminopyrrolo[2,1-f][1,2,4]triazin-7-yl)-4-cyano-2,2-dimethyltetrahydrofuro[3,4-d][1,3]dioxol-4-yl)methyl (cyclopentylmethyl) carbonate